[I-].[V+2].[I-] vanadium(II) iodide